2-isobutyrylamino-9H-purin-6-yldiphenylcarbamate C(C(C)C)(=O)NC1=NC(=C2N=CNC2=N1)C1=C(C=CC=C1)N(C([O-])=O)C1=CC=CC=C1